S1C(=NC=C1)CCN 2-(2-thiazolyl)ethylamine